3-chloro-5-[5-chloro-1-[(5-chloro-3-fluoro-2-pyridyl)methyl]-4-(difluoromethyl)imidazol-2-yl]-2-fluoro-pyridine ClC=1C(=NC=C(C1)C=1N(C(=C(N1)C(F)F)Cl)CC1=NC=C(C=C1F)Cl)F